C(C1=CC=CC=C1)OC=1C(=C(C=CC1)C1CC=2C=NN(C(C2CC1)=O)C1=NC=CC=N1)C 6-(3-(benzyloxy)-2-methylphenyl)-2-(pyrimidin-2-yl)-5,6,7,8-tetrahydrophthalazin-1(2H)-one